The molecule is an isocyanate that consists of phenyl isocyanate bearing two additional methyl substituents at positions 2 and 3. It has a role as a hapten. CC1=C(C(=CC=C1)N=C=O)C